S1C(=NN=C1)C=1C=CC(=NC1)CN(N(C1=NC=CC=N1)C1CC1)C(=O)C=1C=C2C=C(C(=NC2=CC1)N)C([2H])([2H])[2H] N-((5-(1,3,4-thiadiazol-2-yl)pyridin-2-yl)methyl)-2-amino-N'-cyclopropyl-3-(methyl-d3)-N'-(pyrimidin-2-yl)quinoline-6-carbohydrazide